OC=1C(=CC2=CC=CC=C2C1)C(=O)NN=C(CCC)C 3-hydroxy-N'-(1-methylbutylidene)-2-naphthoic acid hydrazide